1-(2-fluoro-4-(5-(trifluoromethyl)-1,2,4-oxadiazol-3-yl)phenyl)-2-(oxazol-4-ylmethoxy)ethan-1-one FC1=C(C=CC(=C1)C1=NOC(=N1)C(F)(F)F)C(COCC=1N=COC1)=O